BrC=1C=C(OCCSCC=2NC(NC2)=S)C=CC1Br 4-[(3,4-dibromophenoxyethylsulfanyl)methyl]1,3-dihydroimidazole-2-thione